FC(OC1=C(C=C(C=C1)C1=CC=CNN1)OC)F 6-(4-Difluoromethoxy-3-Methoxy-Phenyl)-2h-Pyridazin